[(1R)-1-(azetidin-1-ylmethyl)-2,2-difluorocyclopropyl]methanol ethyl-2-((4-((benzyloxy)carbonyl)-1H-1,2,3-triazol-1-yl)methyl)-6-cyclopropylimidazo[1,2-a]pyridine-8-carboxylate C(C)C1=C(N=C2N1C=C(C=C2C(=O)OC[C@]2(C(C2)(F)F)CN2CCC2)C2CC2)CN2N=NC(=C2)C(=O)OCC2=CC=CC=C2